C(#N)C=1C=CC(=NC1)N[C@@H]1CC[C@H](CC1)N(C(=O)NCC(C)(C)C)C1=CC=C(C=C1)C=1C=NN(C1)C 1-(trans-4-((5-cyanopyridin-2-yl)amino)cyclohexyl)-3-(2,2-dimethylpropyl)-1-(4-(1-methyl-1H-pyrazol-4-yl)phenyl)urea